1,6-bis(N,N'-dibenzyl-thiocarbamoyldithio)hexane heptadecafluorooctyl-sulfate FC(C(C(C(C(C(C(F)(F)OS(=O)(=O)O)(F)F)(F)F)(F)F)(F)F)(F)F)(C(F)(F)F)F.C(C1=CC=CC=C1)N(C(=S)SSCCCCCCSSC(N(CC1=CC=CC=C1)CC1=CC=CC=C1)=S)CC1=CC=CC=C1